The molecule is an organic cation that is the conjugate acid of deacetylipecoside, arising from protonation of the secondary amino group; major species at pH 7.3. It is a conjugate acid of a deacetylipecoside. COC(=O)C1=CO[C@H]([C@@H]([C@@H]1C[C@@H]2C3=CC(=C(C=C3CC[NH2+]2)O)O)C=C)O[C@H]4[C@@H]([C@H]([C@@H]([C@H](O4)CO)O)O)O